COC(C1=CC(=C(C(=C1)OC)NCC#C)NC(=O)C=1N2C(CN(C3=CC=CC(C1)=C23)CCCO)CC)=O 3-[[11-ethyl-9-(3-hydroxypropyl)-1,9-diazatricyclo[6.3.1.04,12]dodeca-2,4(12),5,7-tetraene-2-carbonyl]amino]-5-methoxy-4-(prop-2-ynylamino)benzoic acid methyl ester